OC1[C@@]2([C@]3(C(CC(OC2CC(C1)C)C31OC1)O)C)C (1'S,2'S)-3',11'-dihydroxy-1',2',5'-trimethyl-8'-oxaspiro[oxirane-2,12'-tricyclo[7.2.1.02,7]dodecan]